C(ON1C(CCC1=O)=O)(OC(CC1=C(C=C(C=C1)C(=O)N1CCN(CC1)C(C1=CC=CC=C1)(C1=CC=CC=C1)C1=CC=CC=C1)[N+](=O)[O-])C)=O 2,5-Dioxopyrrolidin-1-yl (1-(2-Nitro-4-(4-triphenylmethylpiperazine-1-Carbonyl) Phenyl) Propan-2-yl) Carbonate